NC=1C(=CC(=C(C1)NC1=NC=C(C(=N1)N1CC(C2=NC(=CC=C21)C)(C)C)C(=O)OC(C)C)OC)N2C[C@@H](CC2)N(C)C isopropyl (R)-2-((5-amino-4-(3-(dimethylamino)pyrrolidin-1-yl)-2-methoxyphenyl)amino)-4-(3,3,5-trimethyl-2,3-dihydro-1H-pyrrolo[3,2-b]pyridin-1-yl)pyrimidine-5-carboxylate